C(C1=CC=CC=C1)OC(=O)C=1C(=CC(=[N+](C1)[O-])C)C1=C(C=CC(=C1)C#N)OC 5-((benzyloxy)carbonyl)-4-(5-cyano-2-methoxyphenyl)-2-methylpyridine 1-oxide